CC(C)CN(C[C@H]([C@H](CC1=CC=CC=C1)NC(=O)O[C@H]2CCOC2)OP(=O)(O)O)S(=O)(=O)C3=CC=C(C=C3)N The molecule is a sulfonamide with a structure based on that of sulfanilamide substituted on the sulfonamide nitrogen by a (2R,3S)-4-phenyl-2-(phosphonooxy)-3-({[(3S)-tetrahydrofuran-3-yloxy]carbonyl}amino)butyl group. It is a pro-drug of the HIV protease inhibitor and antiretroviral drug amprenavir. It has a role as a prodrug. It derives from a sulfanilamide.